C(C)OC1=C(C=C2CCN([C@@H](C2=C1)CCC1=CNC2=CC(=CC=C12)C)C=O)OC (R)-7-ethoxy-6-methoxy-1-(2-(6-methyl-1H-indol-3-yl)ethyl)-3,4-dihydroisoquinoline-2(1H)-formaldehyde